R-mandelate C([C@H](O)C1=CC=CC=C1)(=O)[O-]